ClC=1N(C(N(C1C1=CC=C(C=C1)Cl)C[C@@H](C(F)(F)F)O)=O)CC1=NN(C(=N1)[C@H](C)O)C1=C(C=CC=C1Cl)Cl 4-chloro-5-(4-chlorophenyl)-3-((1-(2,6-dichlorophenyl)-5-((S)-1-hydroxyethyl)-1H-1,2,4-triazol-3-yl)methyl)-1-((S)-3,3,3-trifluoro-2-hydroxypropyl)-1,3-dihydro-2H-imidazol-2-one